BrC1OC(CC1)Br 2,5-dibromotetrahydrofuran